tert-butyl (1S,5S,6S)-6-fluoro-3,8-diazabicyclo[3.2.1]octane-8-carboxylate F[C@@H]1[C@@H]2CNC[C@H](C1)N2C(=O)OC(C)(C)C